FC1=C(C=C(C=C1[N+](=O)[O-])F)C=1C(=NN(N1)C)CN(C(OC(C)(C)C)=O)C tert-butyl ((5-(2,5-difluoro-3-nitrophenyl)-2-methyl-2H-1,2,3-triazol-4-yl)methyl)(methyl)carbamate